FC1(CC(C1)CS(=O)(=O)NC1=C(C=C(C=C1)C1=CC2=C(N=C(N=C2)NC2CCC(CC2)N(C)C)N(C1=O)C(C)C)F)F 1-(3,3-difluorocyclobutyl)-N-(4-(2-(((1r,4r)-4-(dimethylamino)-cyclohexyl)amino)-8-isopropyl-7-oxo-7,8-dihydropyrido[2,3-d]-pyrimidin-6-yl)-2-fluorophenyl)methane-sulfonamide